tetraethyl silicate [Si](OCC)(OCC)(OCC)OCC